ClC1=CC=C(C=N1)N1CC2(C1)CCN(CC2)C(=O)OC(C)(C)C tert-butyl 2-(6-chloropyridin-3-yl)-2,7-diazaspiro[3.5]nonane-7-carboxylate